C12COCCC2(C1)C1=NC=CC(=C1N)C1=CC=CC=C1 (±)-2-(3-oxabicyclo[4.1.0]heptan-6-yl)-4-phenylpyridin-3-amine